N-2-ethylhexylpropylenediamine CCNCC(C)NCCCCCC